COC(C(CC=C)(C)C1=CC(=CC=C1)Br)=O.C(C)(C)(C)C1CC12N(CCNC2)C2=CC(=C(C=C2)C=O)O tert-butyl-4-(4-formyl-3-hydroxy-phenyl)-4,7-diazaspiro[2.5]octane methyl-2-(3-bromophenyl)-2-methylpent-4-enoate